3-bromo-2-methylpyridine BrC=1C(=NC=CC1)C